5-(Methylamino)-3-[4-(3-methyl-3,8-diazabicyclo[3.2.1]octan-8-yl)anilino]-6-(3-methylimidazo[4,5-c]pyridin-7-yl)pyrazine-2-carboxamide formate salt C(=O)O.CNC=1N=C(C(=NC1C=1C2=C(C=NC1)N(C=N2)C)C(=O)N)NC2=CC=C(C=C2)N2C1CN(CC2CC1)C